tert-butyl 2-phenyl-5-({[(pyridin-4-yl) methyl] carbamoyl} amino)-2,3-dihydro-1H-indole-1-carboxylate C1(=CC=CC=C1)C1N(C2=CC=C(C=C2C1)NC(NCC1=CC=NC=C1)=O)C(=O)OC(C)(C)C